Oxalic dihydrazide C(C(=O)NN)(=O)NN